1-heptyl-2-butylpyridinium cyanide [C-]#N.C(CCCCCC)[N+]1=C(C=CC=C1)CCCC